(2R,3R,4R,5R)-5-(2-amino-6-(methylamino)-9H-purin-9-yl)-4-fluoro-2-(((bis-((pivaloyloxy)methoxy)phosphoryl)oxy) methyl)-4-methyltetrahydrofuran-3-yl cyclohexylacetate C1(CCCCC1)CC(=O)O[C@@H]1[C@H](O[C@H]([C@]1(C)F)N1C2=NC(=NC(=C2N=C1)NC)N)COP(=O)(OCOC(C(C)(C)C)=O)OCOC(C(C)(C)C)=O